(1S,3S)-3-((6-(5-((((R)-sec-butoxycarbonyl)amino)methyl)-1-methyl-1H-1,2,3-triazol-4-yl)-2-methyl-pyridin-3-yl)oxy)cyclohexane-1-carboxylic acid [C@@H](C)(CC)OC(=O)NCC1=C(N=NN1C)C1=CC=C(C(=N1)C)O[C@@H]1C[C@H](CCC1)C(=O)O